C1(CC1)C1=CC=2N(C=C1)C(=CN2)C(=O)NC2=C(C(=CC(=C2)C2=NOC(=N2)[C@@H]2[C@H](C2)F)F)C 7-cyclopropyl-N-(3-fluoro-5-(5-((1r,2s)-2-fluorocyclopropyl)-1,2,4-oxadiazol-3-yl)-2-methylphenyl)imidazo[1,2-a]pyridine-3-carboxamide